(S)-quinuclidin-3-yl (2,2-dimethyl-6-(3-(trifluoromethoxy)phenyl)-2,3-dihydro-1H-inden-1-yl)carbamat CC1(C(C2=CC(=CC=C2C1)C1=CC(=CC=C1)OC(F)(F)F)NC(O[C@@H]1CN2CCC1CC2)=O)C